6,7-dimethoxy-2-methyl-N-[1-(5-phenylfuran-2-yl)ethyl]quinazolin-4-amine COC=1C=C2C(=NC(=NC2=CC1OC)C)NC(C)C=1OC(=CC1)C1=CC=CC=C1